CC(C(CNC(=O)[C@H]1C[C@H](CC1)C(=O)O)=O)C cis-3-((3-methyl-2-oxobutyl)carbamoyl)cyclopentane-1-carboxylic acid